5-(1H-indole-2-carbonyl)-N-[(oxolan-3-yl)methyl]-4H,5H,6H,7H-pyrazolo[1,5-a]pyrazine-3-sulfonamide N1C(=CC2=CC=CC=C12)C(=O)N1CC=2N(CC1)N=CC2S(=O)(=O)NCC2COCC2